tert-butyl (S)-2-(1-amino-5-(ethoxycarbonyl)-4-(4-((4-isopropylpyridin-2-yl)carbamoyl)phenyl)-1H-imidazol-2-yl)piperidine-1-carboxylate NN1C(=NC(=C1C(=O)OCC)C1=CC=C(C=C1)C(NC1=NC=CC(=C1)C(C)C)=O)[C@H]1N(CCCC1)C(=O)OC(C)(C)C